O[C@@H]([C@@H](CO)NC(C)=O)C1=CC=C(C=C1)[N+](=O)[O-] N-[(1R,2R)-2-hydroxy-1-(hydroxy-methyl)-2-(4-nitrophenyl)ethyl]acetamide